tert-butyl (thiazolo[4,5-c]pyridin-2-ylmethyl)carbamate S1C(=NC=2C=NC=CC21)CNC(OC(C)(C)C)=O